CN1C(=NN=C1)C[C@@H](C)C=1C=C(C=CC1)NC(=O)C=1N=CC2=CC=C(C=C2C1)N1CCN(CC1)C(=O)OC(C)(C)C tert-butyl 4-[3-({3-[(2R)-1-(4-methyl-4H-1,2,4-triazol-3-yl)propan-2-yl]phenyl}carbamoyl)isoquinolin-6-yl]piperazine-1-carboxylate